N(=[N+]=[N-])CC12CCC(CC1)(CC2)NC(OC(C)(C)C)=O tert-butyl [4-(azidomethyl)bicyclo[2.2.2]octan-1-yl]carbamate